2-{6-[cyclopentyl-(methyl)amino]-1H-pyrazolo[3,4-b]pyrazin-1-yl}-N-([1,2,4]triazolo[1,5-a]pyridin-7-yl)acetamide C1(CCCC1)N(C1=CN=C2C(=N1)N(N=C2)CC(=O)NC2=CC=1N(C=C2)N=CN1)C